2,5-diphenylpiperazine C1(=CC=CC=C1)C1NCC(NC1)C1=CC=CC=C1